ClC=1C=CC(=NC1)C(=O)OC methyl 5-chloropicolinate